5-bromo-1-methyl-8-nitro-3,4-dihydroquinolin-2(1H)-one BrC1=C2CCC(N(C2=C(C=C1)[N+](=O)[O-])C)=O